C(C)(C)(C)OC(=O)NC(C(=O)NOCC1=CC=CC=C1)C(C)(C)O 2-(N-t-butoxycarbonyl-amino)-N-benzyloxy-3-hydroxy-3-methylbutanamide